C(C(C)C)C1CC(NC1)=O 4-isobutyl-2-pyrrolidinone